N-(3-chloro-2-methylphenyl)-2-cyclopentyl-6-({[2-(trifluoromethyl)phenyl]carbonyl}amino)-1H-benzimidazole-4-carboxamide ClC=1C(=C(C=CC1)NC(=O)C1=CC(=CC=2NC(=NC21)C2CCCC2)NC(=O)C2=C(C=CC=C2)C(F)(F)F)C